CCCCCC n-hexan